(2S,5R)-2-(N-(2-(Guanidinooxy) ethyl) carbamimidoyl)-7-oxo-1,6-diazabicyclo[3.2.1]octan-6-yl hydrogen sulfate S(=O)(=O)(ON1[C@@H]2CC[C@H](N(C1=O)C2)C(NCCONC(=N)N)=N)O